FC(C=1C(=C(C=CC1)[C@@H](C)NC=1C=2C(N=C(N1)C)=C(C(N(C2)C2(CC2)CF)=O)N2CCNCC2)F)F (R)-4-((1-(3-(Difluoromethyl)-2-fluorophenyl)ethyl)amino)-6-(1-(fluoromethyl)cyclopropyl)-2-Methyl-8-(piperazin-1-yl)pyrido[4,3-d]pyrimidin-7(6H)-one